tert-butyl ((5S,8S,10aR)-8-(((R)-chroman-4-yl)carbamoyl)-3-(oxetan-3-yl)-6-oxodecahydropyrrolo[1,2-a][1,5]diazocin-5-yl)carbamate O1CC[C@H](C2=CC=CC=C12)NC(=O)[C@@H]1CC[C@H]2N1C([C@H](CN(CC2)C2COC2)NC(OC(C)(C)C)=O)=O